BrC1=NN(C(=N1)Br)CCC(F)(F)F 3,5-dibromo-1-(3,3,3-trifluoropropyl)-1,2,4-triazole